C(C)(=O)O[C@H]1[C@H](O[C@H]([C@@H]([C@H]1OC(C)=O)NC(C)=O)N)COC(C)=O (2R,3R,4R,5R,6R)-5-acetamido-2-(acetoxymethyl)-6-aminotetrahydro-2H-pyran-3,4-diyl diacetate